CC1=NOC(=N1)C1=CC=C(N=N1)OC1=CC=C(C=C1)C(C)(C)C1=CC=C(OC2CC(C2)N)C=C1 (1r,3r)-3-(4-(2-(4-((6-(3-methyl-1,2,4-oxadiazol-5-yl)pyridazine-3-yl)oxy)phenyl)propan-2-yl)phenoxy)cyclobutylamine